CN(C(NC1=CC=C(C=C1)B1OC(C(O1)(C)C)(C)C)=O)C 3,3-dimethyl-1-[4-(4,4,5,5-tetramethyl-1,3,2-dioxaborolan-2-yl)phenyl]urea